methylcyclopent-1-ene-1,2-dicarboxamide CC1C(=C(CC1)C(=O)N)C(=O)N